4-(4-((4'-chloro-5,5-dimethyl-3,4,5,6-tetrahydro-[1,1'-biphenyl]-2-yl)methyl)piperazin-1-yl)-2-(2,3-dihydropyrrolo[3',2':5,6]pyrido[2,3-b][1,4]oxazin-1(6H)-yl)benzamide ClC1=CC=C(C=C1)C1=C(CCC(C1)(C)C)CN1CCN(CC1)C1=CC(=C(C(=O)N)C=C1)N1C2=C(OCC1)N=C1C(=C2)C=CN1